CC(C)(C)OC(=O)N[C@H](CC1=CC(=C(C=C1F)F)F)CC(=O)O Boc-(R)-3-amino-4-(2,4,5-trifluorophenyl)butyric acid